[Pd](Cl)Cl.C1(=CC=CC=C1)P(C1=CC=CC=C1)C1=CC=CC=C1.C1(=CC=CC=C1)P(C1=CC=CC=C1)C1=CC=CC=C1 di(triphenylphosphine) palladium chloride